COC1=CC=C(C=C1)C2=CC(=O)C3=C(O2)C(=C(C=C3O)O)C4=C(C=CC(=C4)C5=CC(=O)C6=C(C=C(C=C6O5)OC)O)OC The molecule is a biflavonoid that is a 7, 4', 4'''-trimethyl ether derivative of amentoflavone. It has a role as a bone density conservation agent and a platelet aggregation inhibitor. It is a biflavonoid, a hydroxyflavone, a methoxyflavone and a ring assembly. It derives from an amentoflavone.